1,1-bis(3,5-dimethyl-4-hydroxyphenyl)tetradecane CC=1C=C(C=C(C1O)C)C(CCCCCCCCCCCCC)C1=CC(=C(C(=C1)C)O)C